OC=1C=C(C=C(C1)C(C1=CC=CC=C1)O)N(C(C=C)=O)C N-[3-hydroxy-5-[hydroxy(phenyl)methyl]phenyl]-N-methylprop-2-enamide